4-benzyloxy-6-chloro-pyridine-3-carboxylic acid methyl ester COC(=O)C=1C=NC(=CC1OCC1=CC=CC=C1)Cl